[Na+].[O-]C(=O)[C@@H](C)C1=CC=C(CC(C)C)C=C1 (S)-ibuprofen sodium salt